ClC1=NC=C(C=C1F)C=1NC=C(N1)C(F)(F)F 2-chloro-3-fluoro-5-[4-(trifluoromethyl)-1H-imidazol-2-yl]pyridine